3-(chloromethyl)-5-ethoxy-1-methyl-1H-pyrazole ClCC1=NN(C(=C1)OCC)C